4-Methoxy-6-[5-methyl-1-(piperidin-4-yl)-1,2,3-triazol-4-yl]pyrazolo[1,5-a]pyridine-3-carbonitrile COC=1C=2N(C=C(C1)C=1N=NN(C1C)C1CCNCC1)N=CC2C#N